ClC=1C=C(C=CC1F)[C@@H]1CN2[C@H](CO1)CN(CC2)C(=O)C2=C(C(=CC=C2)OC)Cl [(3R,9aS)-3-(3-Chloro-4-fluorophenyl)-3,4,6,7,9,9a-hexahydro-1H-pyrazino[2,1-c][1,4]oxazin-8-yl]-(2-chloro-3-methoxyphenyl)methanon